tert-butyl-dimethylSilicon C(C)(C)(C)[Si](C)C